C1(=CC=CC=C1)P([O-])(=O)C(C1=C(C=C(C=C1C)C)C)=O.[Na+] Sodium phenyl-2,4,6-trimethylbenzoylphosphinate